NCCNC1CC(N(C1)C1=CC=C(C=C1)S(=O)(=O)N1CCN(CC1)C1=NC(=CC(=C1)C(F)(F)F)Cl)=O 4-(2-Aminoethylamino)-1-[4-[4-[6-chloro-4-(trifluoromethyl)-2-pyridyl]piperazin-1-yl]sulfonylphenyl]pyrrolidin-2-one